CN1C=CN2N=CC(=C21)C(=O)N2CC1(C2)CC(C1)CC(=O)NC=1C=NC=C(C1)C(F)(F)F 2-(2-(1-methyl-1H-imidazo[1,2-b]pyrazole-7-carbonyl)-2-azaspiro[3.3]heptan-6-yl)-N-(5-(trifluoromethyl)pyridin-3-yl)acetamide